FC=1C=C(C=C(C1)F)[C@@H]1CC[C@H]2OC3(C(N21)=O)CC(C3)OC3=NC=CC(=N3)C#N 2-(((1r,3R,5'S,7a'R)-5'-(3,5-difluorophenyl)-3'-oxotetrahydro-3'H-spiro[cyclobutane-1,2'-pyrrolo[2,1-b]oxazol]-3-yl)oxy)pyrimidine-4-carbonitrile